N,N-diethyl-2-[[4-fluoro-2-(2-methoxyethoxy)phenyl]-hydroxy-methyl]thiophene-3-carboxamide C(C)N(C(=O)C1=C(SC=C1)C(O)C1=C(C=C(C=C1)F)OCCOC)CC